Tri(3,3,4-trimethyl-2-pentyl)citrat CC(C(C)C(C(C(C(=O)[O-])(C(C)C(C(C)C)(C)C)C(C)C(C(C)C)(C)C)(O)C(=O)[O-])C(=O)[O-])(C(C)C)C